OCCCC=1C=CC=2C(N(C(C3=CC=CC1C23)=O)C2=CC3=C(N(C(N3C)=O)C)C=C2C)=O 6-(3-hydroxypropyl)-2-(1,3,6-trimethyl-2-oxo-2,3-dihydro-1H-benzo[d]imidazol-5-yl)-1H-benzo[de]isoquinoline-1,3(2H)-dione